CC(C=O)CCC(CC)C 2,5-dimethylheptanal